CNC(=O)C1=CC2=C(N(C(=N2)NC=2SC3=C(N2)C=CC(=C3)OC(F)(F)F)CC(C)C)C=C1 1-Isobutyl-2-(6-trifluoromethoxy-benzothiazol-2-ylamino)-1H-benzoimidazole-5-carboxylic acid methylamide